2-morpholinyl-4'-(2-hydroxyethylthio)-2-methylpropiophenone N1(CCOCC1)C(C(=O)C1=CC=C(C=C1)SCCO)(C)C